(4-{[2-(4-chlorophenyl)imidazo[1,2-a]pyridine-3-yl]methyl}piperazin-1-yl)(5-fluoro-2-methylphenyl)methanone ClC1=CC=C(C=C1)C=1N=C2N(C=CC=C2)C1CN1CCN(CC1)C(=O)C1=C(C=CC(=C1)F)C